N[C@H]1CCC2=CC(=CC=C12)N1C(=NC=2C1=NC(=CC2)C(C)C)C=2C(=NC=CC2)N 3-{3-[(1S)-1-amino-2,3-dihydro-1H-inden-5-yl]-5-isopropylimidazo[4,5-b]pyridin-2-yl}pyridin-2-amine